tert-butyl 4-(7-carbamoyl-2-ethylindazol-4-yl)piperazine-1-carboxylate C(N)(=O)C1=CC=C(C2=CN(N=C12)CC)N1CCN(CC1)C(=O)OC(C)(C)C